C(CCCCCCCCCCCCCCCCC)OC(=O)[C@H](O)[C@@H](O)[C@H](O)[C@H](O)CO stearylgluconate